(E)-((5'-(benzyloxy)-2'-(2-nitrovinyl)-[1,1'-biphenyl]-4-yl)oxy)(tert-butyl)dimethylsilane C(C1=CC=CC=C1)OC=1C=CC(=C(C1)C1=CC=C(C=C1)O[Si](C)(C)C(C)(C)C)\C=C\[N+](=O)[O-]